C(C)OC(COC1=NC=CC=C1OC1=C(C=C(C(=C1)N1C(N(C(=CC1=O)C(F)(F)F)C)=O)F)Cl)=O.IC=1C=C2C(=NC(=NC2=CC1)C(F)(F)F)SC1=CC=CC=C1 6-iodo-4-(phenylthio)-2-(trifluoromethyl)quinazoline ethyl-[3-[2-chloro-4-fluoro-5-(1-methyl-6-trifluoromethyl-2,4-dioxo-1,2,3,4-tetrahydropyrimidin-3-yl)phenoxy]-2-pyridyloxy]acetate